tert-butyl N-[(1S)-1-{[(1S)-1-cyclohexyl-2-[(2S)-2-{4-[3-(4-hydroxybutoxy)benzoyl]-1,3-thiazol-2-yl}pyrrolidin-1-yl]-2-oxoethyl]carbamoyl}ethyl]-N-methylcarbamate C1(CCCCC1)[C@@H](C(=O)N1[C@@H](CCC1)C=1SC=C(N1)C(C1=CC(=CC=C1)OCCCCO)=O)NC(=O)[C@H](C)N(C(OC(C)(C)C)=O)C